CSC1=CC=C(C=C1)C(C=CC1=CC=CC=C1)=O 1-(4-(methylthio)phenyl)-3-phenylpropan-2-en-1-one